C1(CCCCCC1)[C@]1(C(NC2=C1C=NC=C2)=O)C2=CC=C(C=C2)B(O)O (S)-(4-(3-cycloheptyl-2-oxo-2,3-dihydro-1H-pyrrolo[3,2-c]pyridin-3-yl)phenyl)boronic acid